6-((6-((3R,4R)-4-(3,4-dihydroisoquinolin-2(1H)-yl)-3-hydroxypiperidine-1-carbonyl)-2-isopropoxypyrimidin-4-yl)amino)-2-azaspiro[3.3]heptane-2-carboxylic acid isopropyl ester C(C)(C)OC(=O)N1CC2(C1)CC(C2)NC2=NC(=NC(=C2)C(=O)N2C[C@H]([C@@H](CC2)N2CC1=CC=CC=C1CC2)O)OC(C)C